Cl.NC\C=C(\CN1C=NC2=C1C=C(C=C2C=2C=C(C=CC2)S(=O)(=O)NC2CC2)C(F)(F)F)/F (Z)-3-(1-(4-amino-2-fluorobut-2-en-1-yl)-6-(trifluoromethyl)-1H-benzo[d]imidazol-4-yl)-N-cyclopropylbenzenesulfonamide Hydrochloride